FC(C(=O)O)(F)F.C(C1=CC=CC=C1)N1C(OC=C1C)=N 3-benzyl-4-methyloxazol-2(3H)-imine 2,2,2-trifluoroacetate